4-isothiazolone S1N=CC(C1)=O